COC1=CC=C(C=C1)CN1C(C(CCC1=O)N1N=CC2=CC=C(C=C2C1=O)N1CCC2(CCN(C2)C(=O)OC(C)(C)C)CC1)=O tert-butyl 8-[3-[1-[(4-methoxyphenyl) methyl]-2,6-dioxo-3-piperidyl]-4-oxo-phthalazin-6-yl]-2,8-diazaspiro[4.5]decane-2-carboxylate